[C].C(C=1C(O)=CC=CC1)(=O)NN salicyloyl-hydrazine carbon